Cl.C12(CC3CC(CC(C1)C3)C2)C(=O)N adamantane-1-formamide hydrochloride